ClC1=CC(=C(C=C1)C=1C=2C(=C(SC2N2C(=NN=C2[C@@H](N1)CC=1OC=CN1)C)C)C)F 2-[[(9S)-7-(4-chloro-2-fluoro-phenyl)-4,5,13-trimethyl-3-thia-1,8,11,12-tetrazatricyclo[8.3.0.02,6]trideca-2(6),4,7,10,12-pentaen-9-yl]methyl]oxazole